C(C)OC(=O)C1=CC(=C(C=C1)C1=CC=CC=C1)Cl chloro-[1,1'-biphenyl]-4-carboxylic acid ethyl ester